8-((3R,5R)-3,5-bis(methoxymethyl)piperazin-1-yl)-3-(5-(difluoromethyl)-1,3,4-thiadiazol-2-yl)-N-(3-methyloxetan-3-yl)imidazo[1,5-a]pyridine-6-sulfonamide COC[C@H]1CN(C[C@@H](N1)COC)C=1C=2N(C=C(C1)S(=O)(=O)NC1(COC1)C)C(=NC2)C=2SC(=NN2)C(F)F